6'-chloro-2'-oxo-1'-(1-propyl-1H-pyrazol-4-yl)-1,3-dihydro-spiro[indene-2,3'-indoline]-5-carbonitrile ClC1=CC=C2C3(C(N(C2=C1)C=1C=NN(C1)CCC)=O)CC1=CC=C(C=C1C3)C#N